ClC=1C=C(C=CC1Cl)C=1N=C(SC1SC(C)C)N1N=C(C(=C1C(=O)O)C1=CC(=CC=C1)CO)C 1-(4-(3,4-dichlorophenyl)-5-(isopropylsulfanyl)thiazol-2-yl)-4-(3-(hydroxymethyl)phenyl)-3-methyl-1H-pyrazole-5-carboxylic acid